C(C)OC1=CC=C(C=C1)N\N=C\1/C(N(N=C1C)C=1SC=C(N1)C1=CC=CC=C1)=O (Z)-4-(2-(4-ethoxyphenyl)hydrazono)-5-methyl-2-(4-phenylthiazol-2-yl)-2,4-dihydro-3H-pyrazol-3-one